C(\C=C/C(=O)O)(=O)O.C1(=CC=CC=C1)C(COC(C1=CC(=C(C(=C1)OC)OC)OC)=O)CC.C(C)OC(=O)CCCCCCCCCCCCCOC=1C2=CC=CC=C2C(=C2C=CC=CC12)OCCCCCCCCCCCCCC(=O)OCC 9,10-bis(ethoxycarbonyltridecyleneoxy)anthracene 2-phenylbutyl-3,4,5-trimethyloxybenzoate maleate